CC1=C(C=CC(=C1)N)C1=C(C=C(C=C1)N)C 2,2'-dimethyl[1,1'-biphenyl]-4,4'-diamine